O=C1NC(CCC1N1C(C2=CC=C(C=C2C1=O)OCCOCCOCCOCCOC1=CC=C(C=C1)CN1C(\C(\C2=CC=CC=C12)=C/C=C/C1=CC=C(C=C1)[N+](=O)[O-])=O)=O)=O 2-(2,6-dioxopiperidin-3-yl)-5-(2-(2-(2-(2-(4-(((Z)-3-((E)-3-(4-nitrophenyl)allylidene)-2-oxoindolin-1-yl)methyl)phenoxy)ethoxy)ethoxy)ethoxy)ethoxy)isoindoline-1,3-dione